N1(N=CC=C1)CC1=C(C=C(C(=O)NS(=O)(=O)C2=C(C=CC=C2OC)OC)C=C1)C1CC1 4-((1H-pyrazol-1-yl)methyl)-3-cyclopropyl-N-((2,6-dimethoxyphenyl)sulfonyl)benzamide